(R)-3-Azabicyclo[3.1.0]hexan-1-yl (7-fluoro-6-(8-methyl-2,3-dihydro-1H-pyrido[2,3-b][1,4]oxazin-7-yl)isoquinolin-3-yl)carbamate FC1=C(C=C2C=C(N=CC2=C1)NC(O[C@]12CNCC2C1)=O)C1=C(C2=C(OCCN2)N=C1)C